(S)-N-(3-chloro-4-fluorophenyl)-7-fluoro-1-((phenylmethyl)sulfonamido)-2,3-dihydro-1H-indene-4-carboxamide ClC=1C=C(C=CC1F)NC(=O)C=1C=2CC[C@@H](C2C(=CC1)F)NS(=O)(=O)CC1=CC=CC=C1